COC/C=C/C=1N=C(SC1C(=O)OCC)C(F)(F)F ethyl (E)-4-(3-methoxyprop-1-en-1-yl)-2-(trifluoromethyl)thiazole-5-carboxylate